3,3-difluoroazetidine hydrochloride salt Cl.FC1(CNC1)F